CCC(COCC(CC)(COC(=O)C=C)COC(=O)C=C)(COC(=O)C=C)COC(=O)C=C DI-TRIMETHYLOLPROPANE TETRAACRYLATE